BrC=1C=C(C=CC1)C1=CC=C(C=C1)C=O 3'-bromobiphenyl-4-carbaldehyde